ClC1=NC2=C(C(=C(C=C2C(=N1)N1CC2CCC(C1)N2C(=O)OC(C)(C)C)C=C)C2=CC(=CC1=CC=CC=C21)OCOC)F tert-butyl 3-[2-chloro-8-fluoro-7-[3-(methoxymethyloxy)-1-naphthyl]-6-vinyl-quinazolin-4-yl]-3,8-diazabicyclo[3.2.1]octane-8-carboxylate